benzyl (1S,2R)-2-((S)-1-((1,3-dioxoisoindolin-2-yl)methyl)-8-hydroxy-1,2,3,4-tetrahydroisoquinoline-2-carbonyl)cyclohexane-1-carboxylate O=C1N(C(C2=CC=CC=C12)=O)C[C@H]1N(CCC2=CC=CC(=C12)O)C(=O)[C@H]1[C@H](CCCC1)C(=O)OCC1=CC=CC=C1